3-(3-(4-(4-(2,6-Difluorobenzyl)-5-oxo-4,5-dihydro-1H-1,2,4-triazol-1-yl)benzyl)-2-oxopyridin-1(2H)-yl)cyclobutane-1-carbonitrile FC1=C(CN2C=NN(C2=O)C2=CC=C(CC=3C(N(C=CC3)C3CC(C3)C#N)=O)C=C2)C(=CC=C1)F